OCC([C@H](C[C@H]1C(NCC1)=O)NC(=O)[C@@H]1N(C[C@H]2[C@@H]1CCC2)C(=O)[C@@]2(NC(CC2)=O)C2=CC=CC=C2)=O (1R,3aR,6aS)-N-((S)-4-hydroxy-3-oxo-1-((S)-2-oxopyrrolidin-3-yl)butan-2-yl)-2-((S)-5-oxo-2-phenylpyrrolidine-2-carbonyl)octahydrocyclopenta[c]pyrrole-1-carboxamide